2-bromo-4-isothiocyanato-1-methylbenzene BrC1=C(C=CC(=C1)N=C=S)C